fluoro-N-methyl-5-(3-(4-(4-methylpiperazin-1-yl)phenyl)-1H-pyrazolo[3,4-c]pyridin-5-yl)-1,2,3,4-tetrahydronaphthalen-1-amine FC1(CCCC2=C(C=CC=C12)C=1C=C2C(=CN1)NN=C2C2=CC=C(C=C2)N2CCN(CC2)C)NC